OC(CC1=NNC(O1)=S)CNC1=C(C=CC=C1)OCC 5-[2-hydroxy-3-(2-ethoxyphenylamino)propyl]-1,3,4-oxadiazole-2(3H)-thione